FC=1C=C(C=CC1F)C(C)(O)[2H] (3,4-difluorophenyl)ethan-1-d-1-ol